N-(3-(3-(4-(Aminomethyl)phenyl)-2-(2-aminopyridin-3-yl)-3H-imidazo[4,5-b]pyridin-5-yl)phenyl)acetamide NCC1=CC=C(C=C1)N1C(=NC=2C1=NC(=CC2)C=2C=C(C=CC2)NC(C)=O)C=2C(=NC=CC2)N